L-α-(2-Benzyl-3-Phenylpropyl)-Glycine C(C1=CC=CC=C1)C(C[C@H](N)C(=O)O)CC1=CC=CC=C1